ClC=1N=C(C(=NC1)S(=O)(=O)Cl)C 5-chloro-3-methylpyrazine-2-sulfonyl chloride